ClC1=C(C=CC=C1)C1=NC2=C(CN(CC2)C2CC3=CC(=CC=C3CC2)C2COC2)N1 2-(2-chlorophenyl)-5-(7-(oxetan-3-yl)-1,2,3,4-tetrahydronaphthalen-2-yl)-4,5,6,7-tetrahydro-3H-imidazo[4,5-c]pyridine